2-oxoethyl N,N-dioctylcarbamate C(CCCCCCC)N(C(OCC=O)=O)CCCCCCCC